COC1=CC=C(C=C1)S(=O)(=O)CC1=CC=C(C=C1)NC(=O)C=1C=C(C=CC1)C=1C=C(C(=NC1)C)C(=O)O 5-[3-[[4-[(4-methoxyphenyl)sulfonylmethyl]phenyl]carbamoyl]phenyl]-2-methyl-pyridine-3-carboxylic acid